N1(CCC=CC1)C(=O)C=1C=C2C=CC=C(C2=CC1)C=1C=C2C=NNC(C2=CC1)=O 6-(6-(1,2,3,6-tetrahydropyridine-1-carbonyl)naphthalen-1-yl)phthalazin-1(2H)-one